5-(1-phenyl-1H-pyrazol-4-yl)-N-(propan-2-yl)-N-[(3R)-pyrrolidin-3-yl]-1H-pyrrole-2-carboxamide C1(=CC=CC=C1)N1N=CC(=C1)C1=CC=C(N1)C(=O)N([C@H]1CNCC1)C(C)C